2-[[5-(decoxymethyl)-2-furanyl]methyl]propanedioic acid C(CCCCCCCCC)OCC1=CC=C(O1)CC(C(=O)O)C(=O)O